5,10,15,20-tetraphenyl-21H,23H-porphine C1(=CC=CC=C1)C=1C2=CC=C(N2)C(=C2C=CC(C(=C3C=CC(=C(C=4C=CC1N4)C4=CC=CC=C4)N3)C3=CC=CC=C3)=N2)C2=CC=CC=C2